C(C)(C)(C)C1=NC(=NO1)C(=O)NCC1=CC=C(C=C1)C=1C=2N(C=C(N1)N(C)C)N=CC2 5-(tert-butyl)-N-(4-(6-(dimethylamino)pyrazolo[1,5-a]pyrazin-4-yl)benzyl)-1,2,4-oxadiazole-3-carboxamide